[Br-].CC1(N=C(SC1)N1N([NH2+]C(=N1)C1=CC=CC=C1)C1=CC=CC=C1)C 3-(4,4-dimethylthiazol-2-yl)-2,5-diphenyl-tetrazolium bromide